N(=C=O)CC1=CC2=C(CC(O2)(C)C)C=C1 6-(isocyanatomethyl)-2,2-dimethyl-2,3-dihydro-1-benzofuran